C(=O)(O)C1=CC=C(C=C1)CCN(CCC1=C(C=CC=C1)OCC1=C(C=C(C=C1)C1=CC=C(C=C1)C(F)(F)F)Cl)C=1C(=NC=2CCCCC2C1)C(=O)O (5S)-{[2-(4-carboxyphenyl)ethyl][2-(2-([3-chloro-4'-(trifluoromethyl)biphenyl-4-yl]methoxy)phenyl)-ethyl]-amino}-5,6,7,8-tetrahydroquinoline-2-carboxylic acid